CC(C(=O)O)(CC1=C(C=2N(C=C1)C(=NN2)C(F)(F)F)C)C 2,2-dimethyl-3-(8-methyl-3-(trifluoromethyl)-[1,2,4]triazolo[4,3-a]pyridine-7-yl)propanoic acid